4,4'-bis(4,5-epoxypentoxy)biphenyl C(CCC1CO1)OC1=CC=C(C=C1)C1=CC=C(C=C1)OCCCC1CO1